3-cyclopentyl-N-((2S)-2,5-diamino-3-hydroxypentyl)-1H-indole-2-carboxamide hydrogen chloride salt Cl.C1(CCCC1)C1=C(NC2=CC=CC=C12)C(=O)NC[C@@H](C(CCN)O)N